tert-butyl 6-((2-fluoro-[1,1'-biphenyl]-3-yl)methyl)-7-((1-fluoroethyl)sulfonamido)-5-azaspiro[2.4]heptane-5-carboxylate FC1=C(C=CC=C1CC1N(CC2(CC2)C1NS(=O)(=O)C(C)F)C(=O)OC(C)(C)C)C1=CC=CC=C1